N-(3-(imidazo[4,5-d]pyrrolo[2,3-b]pyridin-1(6H)-yl)bicyclo[1.1.1]pentan-1-yl)-1-methyl-1H-pyrazole-4-sulfonamide N1(C=NC=2C1=C1C(=NC2)NC=C1)C12CC(C1)(C2)NS(=O)(=O)C=2C=NN(C2)C